Isopropyl 4-ethoxy-3-methoxybenzoate C(C)OC1=C(C=C(C(=O)OC(C)C)C=C1)OC